BrC1=C2C=C3N(C2=C(C(=C1)Cl)Cl)CC(CC3)=O 1-Bromo-3,4-dichloro-8,9-dihydro-6H-pyrido[1,2-a]indol-7-one